Cl.C[C@@]1(CNCC1)O (R)-3-methylpyrrolidin-3-ol hydrochloride